P(O)(=O)(OP(=O)(O)OP(=O)(O)O)OC[C@@H]1[C@H](C[C@@H](O1)N1C(=O)NC(=O)C(=C1)Br)O.CC(CCN1C[C@@H]2[C@H](C1)CC(C2)OC2=CC=C(N=N2)C2=CC=C(C=C2)NC(C)=O)(C)C N-[4-[6-[[(3aR,5s,6aS)-2-(3,3-dimethyl-butyl)-3,3a,4,5,6,6a-hexahydro-1H-cyclopenta[c]pyrrol-5-yl]oxy]pyridazin-3-yl]phenyl]acetamide 5-bromo-2'-deoxyuridine-5'-triphosphate